NCC(CCO)CCC 3-(aminomethyl)hexan-1-ol